CC1=C2C=CC=C(C2=C(C3=C1C=C4C=C(C(=C(C4=C3O)[O-])C(=O)N)O)O)O The molecule is a phenolate anion that is the conjugate base of 6-methylpretetramide, obtained by deprotonation of the 1-hydroxy group. It is the major microspecies at pH 7.3 (according to Marvin v 6.2.0.). It is a conjugate base of a 6-methylpretetramide.